FCCN1CC(N(CC1)CC1=C2C=CN(C2=C(C=C1OC)C)C(=O)OC(C)(C)C)C1=CC=C(C=C1)C(=O)OC tert-butyl 4-((4-(2-fluoroethyl)-2-(4-(methoxycarbonyl)phenyl)piperazin-1-yl)methyl)-5-methoxy-7-methyl-1H-indole-1-carboxylate